lithium boron trifluoride B(F)(F)F.[Li]